O=C1CC=2C=CC(=CC2CC1)C#N 6-oxo-5,6,7,8-tetrahydro-naphthalene-2-carbonitrile